CN(C)CCO N,N-Dimethylaminoethanol